C(C)(=O)OC1CN(CCC1)P(=O)(C)C 1-(dimethylphosphoryl)piperidin-3-yl acetate